OC=1C=C(C=CC1)C1=NC2=C(N1)C=CC(=C2)C(=O)O 2-(3-hydroxy-phenyl)-1H-benzimidazole-5-carboxylic acid